OC1(NC(=CN=C1)O)C(N)=S 2,6-dihydroxypyrazine-thioamide